(7-chloro-1H-indol-3-yl)(morpholinyl)methanone ClC=1C=CC=C2C(=CNC12)C(=O)N1CCOCC1